ClC=1C=C(C(=C(C1)O)C1=CC=C2C(=N1)N=C(O2)N2CC1=CN=CC=C1CC2)C 5-Chloro-2-[2-(3,4-dihydro-1H-2,7-naphthyridin-2-yl)oxazolo[4,5-b]pyridin-5-yl]-3-methyl-phenol